2-(2-((5-methylpyridin-2-yl)amino)-2-oxoethyl)benzyl bromide CC=1C=CC(=NC1)NC(CC1=C(CBr)C=CC=C1)=O